N[C@H](C(=O)NCCN(C(CCCCCN=[N+]=[N-])=O)CCNC([C@H](CCCCN)N)=O)CCCCN (S)-2,6-diamino-N-(2-(6-azido-N-(2-((S)-2,6-diaminohexanamido)ethyl)hexanamido)ethyl)hexanamide